N-(3,4-difluorophenyl)-3-(2-((2,4-dimethoxybenzyl)amino)-1,1-difluoro-2-oxoethyl)-4-fluorobenzamide FC=1C=C(C=CC1F)NC(C1=CC(=C(C=C1)F)C(C(=O)NCC1=C(C=C(C=C1)OC)OC)(F)F)=O